benzyl-4-methoxycarbonyloxyphenyl-methyl-sulfonium trifluoromethanesulfonate FC(S(=O)(=O)[O-])(F)F.C(C1=CC=CC=C1)[S+](C)C1=CC=C(C=C1)OC(=O)OC